C(#N)C=1C=[N+](C=C(C1)COC=1C(=C2CCCC2=C(C1)OCC=1C(=C(C=CC1)C1=CC=CC=C1)C)CN1[C@@H](CCCC1)CO)[O-] (S)-3-cyano-5-(((4-((2-(hydroxymethyl)piperidin-1-yl)methyl)-7-((2-methyl-[1,1'-biphenyl]-3-yl)methoxy)-2,3-dihydro-1H-inden-5-yl)oxy)methyl)pyridine 1-oxide